N[C@@H](C[C@H]1C(NCC1)=O)C(CO)=O (3S)-3-[(2S)-2-amino-4-hydroxy-3-oxobutyl]pyrrolidin-2-one